5-(5-(cyclopropylcarbamoyl)-2-methylphenyl)-2-((1-hydroxy-2-methylpropan-2-yl)amino)-N-((1-methylazetidin-3-yl)methyl)nicotinamide C1(CC1)NC(=O)C=1C=CC(=C(C1)C=1C=NC(=C(C(=O)NCC2CN(C2)C)C1)NC(CO)(C)C)C